CN1CCC(CC1)C(=O)OCC(COC(CC12CC3CC(CC(C1)C3)C2)=O)COC(CCCCCCC\C=C/C\C=C/CCCCC)=O 3-(2-((3r,5r,7r)-adamantan-1-yl)acetoxy)-2-((((9Z,12Z)-octadeca-9,12-dienoyl)oxy)methyl)propyl 1-methylpiperidine-4-carboxylate